C1(=CC(=CC=C1)[C@@H]1C[C@@H](N(CC1)C(=O)OC(C)(C)C)C(=O)OC)C1=CC=CC=C1 1-(tert-butyl) 2-methyl (2R,4S)-4-([1,1'-biphenyl]-3-yl)piperidine-1,2-dicarboxylate